eicosandioic acid mono-tert-butyl ester C(C)(C)(C)OC(CCCCCCCCCCCCCCCCCCC(=O)O)=O